4-[1-[2-[3-difluoromethyl-5-trifluoromethylpyrazol-1-yl]acetyl]-4-piperidinyl]-N-tetrahydronaphthalen-1-ylpyridine-2-carboxamide FC(C1=NN(C(=C1)C(F)(F)F)CC(=O)N1CCC(CC1)C1=CC(=NC=C1)C(=O)NC1CCCC2=CC=CC=C12)F